BrC=1C=CC2=C3C1C=CC=C3SC=3C=CC=CC23 3-bromobenzo[kl]thioxanthene